3-(5-(ethyl((1S,2S)-2-(ethylamino)cyclopentyl)amino)-1-oxoisoindolin-2-yl)piperidine-2,6-dione C(C)N(C=1C=C2CN(C(C2=CC1)=O)C1C(NC(CC1)=O)=O)[C@@H]1[C@H](CCC1)NCC